BrCC(C(CCCCC(CN(C(OCC1=CC=CC=C1)=O)C)(C)C)(C)C1=CC(=CC=C1)Br)=O benzyl (9-bromo-7-(3-bromophenyl)-2,2,7-trimethyl-8-oxononyl)(methyl)carbamate